1-(3-pyridyl)cyclopropylamine N1=CC(=CC=C1)C1(CC1)N